1-(4-((3-isopropyl-2-(8-methyl-[1,2,4]triazolo[1,5-a]pyridin-6-yl)-1H-indol-5-yl)oxy)piperidin-1-yl)-2-methylpropan-2-ol C(C)(C)C1=C(NC2=CC=C(C=C12)OC1CCN(CC1)CC(C)(O)C)C=1C=C(C=2N(C1)N=CN2)C